FC=1C=C(C(=O)O)C=C(C1)CC1=NNC(C2=CC=CC=C12)=O 3-fluoro-5-((4-oxo-3,4-dihydro-phthalazin-1-yl)methyl)benzoic acid